2-(3,5-dichloro-4-((1-oxo-2-(thiazol-2-yl)-1,2,3,4-tetrahydroisoquinolin-6-yl)oxy)phenyl)-3,5-dioxo-2,3,4,5-tetrahydro-1,2,4-triazine-6-carboxylic acid ClC=1C=C(C=C(C1OC=1C=C2CCN(C(C2=CC1)=O)C=1SC=CN1)Cl)N1N=C(C(NC1=O)=O)C(=O)O